NC=1N=CC=2[C@]3(COC(C[C@H]3N(C2N1)C1=CC=CC(=N1)CN(C(OC(C)(C)C)=O)C)(C)C)C tert-butyl N-[[6-[(1R,9R)-5-amino-1,11,11-trimethyl-12-oxa-4,6,8-triazatricyclo[7.4.0.02,7]trideca-2(7),3,5-trien-8-yl]-2-pyridyl]methyl]-N-methyl-carbamate